FC(C=1C=2N(C=CC1)N=C(C2)[C@H]2N(CCC1=C2N=CN1)C(=O)C=1OC(=NN1)C1=CC=NN1C)F (S)-(4-(4-(difluoromethyl)pyrazolo[1,5-a]pyridin-2-yl)-6,7-dihydro-1H-imidazo[4,5-c]pyridin-5(4H)-yl)(5-(1-methyl-1H-pyrazol-5-yl)-1,3,4-oxadiazol-2-yl)methanone